1,1,1,3-tetrachloropropene ClC(C=CCl)(Cl)Cl